BrCC=1C=C(C#N)C=CC1I 3-(bromomethyl)-4-iodobenzonitrile